5-(2-(([1,1'-biphenyl]-4-ylmethyl)thio)-6-(trifluoromethyl)pyrimidin-4-yl)-1-(3,4-dimethoxybenzyl)pyridin-2(1H)-one C1(=CC=C(C=C1)CSC1=NC(=CC(=N1)C=1C=CC(N(C1)CC1=CC(=C(C=C1)OC)OC)=O)C(F)(F)F)C1=CC=CC=C1